COC1=CC=C(C=C1)C1=C(NC=2N(C1=O)N=C(C2[N+](=O)[O-])C2=CC=CC=C2)C 6-(4-methoxyphenyl)-5-methyl-3-nitro-2-phenylpyrazolo[1,5-a]pyrimidin-7(4H)-one